2,4,6-trinitrobenzenecarboxylic acid [N+](=O)([O-])C1=C(C(=CC(=C1)[N+](=O)[O-])[N+](=O)[O-])C(=O)O